O=C1N(CCC2=C1N(N=C2C(=O)N)C=2C=NN(C2)CCC)C2=CC=CC=C2 7-oxo-6-phenyl-1-(1-propyl-1H-pyrazol-4-yl)-4,5,6,7-tetrahydro-1H-pyrazolo[3,4-c]pyridine-3-carboxamide